6-(5-(trifluoromethyl)-1H-pyrazol-4-yl)isoquinolin-1(2H)-one FC(C1=C(C=NN1)C=1C=C2C=CNC(C2=CC1)=O)(F)F